N-phenyl-γ-aminopropyltriethoxysilan C1(=CC=CC=C1)NCCC[Si](OCC)(OCC)OCC